(R)-N-(1-((4-((1-(3-(difluoromethyl)-2-fluorophenyl)ethyl)amino)-2-methyl-pyrido[3,4-d]pyrimidin-6-yl)sulfonyl)-3-methylazetidin-3-yl)acetamide FC(C=1C(=C(C=CC1)[C@@H](C)NC=1C2=C(N=C(N1)C)C=NC(=C2)S(=O)(=O)N2CC(C2)(C)NC(C)=O)F)F